ClC1=C(C(=CC=C1Cl)F)[C@]1(CN(CC1)C(C=C)=O)NC1=CC=C2C3(C(N(C2=C1)C)=O)CCC3 6'-{[(3R)-3-(2,3-Dichloro-6-fluorophenyl)-1-(prop-2-enoyl)pyrrolidin-3-yl]amino}-1'-methylspiro[cyclobutane-1,3'-indol]-2'-one